COCCN(C=1NC(=NN1)C=1C(=CC(=C(C(=O)N2CCC(CC2)C2=C(C#N)C=CC=C2)C1)C)C)C (1-(5-(5-((2-methoxyethyl)(methyl)amino)-4H-1,2,4-triazol-3-yl)-2,4-dimethylbenzoyl)piperidin-4-yl)benzonitrile